ClC1=C(C(=CC=C1)C(F)(F)F)COC1=CC=C(C=C1)[C@]1(CN(CC1)C(=O)C1(CCS(CC1)(=O)=O)O)S(=O)(=O)C1=CC=C(C=C1)F 4-[(3R)-3-(4-{[2-chloro-6-(trifluoromethyl)phenyl]methoxy}phenyl)-3-(4-fluorobenzenesulfonyl)pyrrolidine-1-carbonyl]-4-hydroxy-1λ6-thiane-1,1-dione